R-2-Pentyl-4-pentynoic acid C(CCCC)[C@@H](C(=O)O)CC#C